N1(CCOCC1)C1=NC=CC(=C1)NC1=NC=NC2=CC(=C(C=C12)[N+](=O)[O-])OC N-(2-morpholinylpyridin-4-yl)-7-methoxy-6-nitroquinazolin-4-amine